(E)-3-(4-chlorophenyl)-1-(4-(6-(2-methoxyethoxy)nicotinoyl)piperazin-1-yl)prop-2-en-1-one ClC1=CC=C(C=C1)/C=C/C(=O)N1CCN(CC1)C(C1=CN=C(C=C1)OCCOC)=O